(6-((5-chloro-2-((2-methoxy-5-(1-methyl-1H-pyrazol-4-yl)-4-(4-methylpiperazin-1-yl)phenyl)amino)-7H-pyrrolo[2,3-d]pyrimidin-4-yl)amino)quinoxalin-5-yl)dimethylphosphine oxide ClC1=CNC=2N=C(N=C(C21)NC=2C(=C1N=CC=NC1=CC2)P(C)(C)=O)NC2=C(C=C(C(=C2)C=2C=NN(C2)C)N2CCN(CC2)C)OC